C(C)(C)(C)OC(=O)N1C(CC1)(C=1N=NC=CC1)C1=C(C=C(C=C1)C1=CC2=CN(N=C2C(=C1)OC)C)OCOC [4-(7-methoxy-2-methyl-2H-indazol-5-yl)-2-(methoxymethoxy)phenyl]pyridazin-3-ylazetidine-1-carboxylic acid tert-butyl ester